Dimethyl (2-((S)-1-(2,3-difluorobenzyl)-5-oxopyrrolidin-2-yl)acetyl)-L-valyl-L-aspartate FC1=C(CN2[C@@H](CCC2=O)CC(=O)N[C@@H](C(C)C)C(=O)N[C@@H](CC(=O)OC)C(=O)OC)C=CC=C1F